N,N-bis(3-aminopropyl)-2-pyridinemethanamine NCCCN(CC1=NC=CC=C1)CCCN